BrCC(F)F 2-bromo-1,1-difluoro-ethane